COC1=C(C=CC=C1)N1CCN(CC1)C1=C(C=C(C(=O)N)C=C1)NC(=O)NC1=CC=CC=C1 4-[4-(2-methoxyphenyl)-1-piperazinyl]-3-[[(phenylamino)carbonyl]amino]-benzamide